ClC=1C(=C2C(=NC1)OCO2)C(=O)NC2=C1C(N(CC1=CC=C2)C(C(C)(C)O)C2CC2)=O 6-chloro-N-(2-(1-cyclopropyl-2-hydroxy-2-methylpropyl)-3-oxoisoindolin-4-yl)-[1,3]dioxolo[4,5-b]pyridine-7-carboxamide